C(CC)OC(NC1=C(C=C(C=C1C)NCC1=CC=C(C=C1)F)C)=O [4-(4-Fluoro-benzylamino)-2,6-dimethyl-phenyl]-carbamic acid propyl ester